NCC(C(=O)O)NC(=O)OC(C)(C)C 3-amino-2-((boc)amino)propionic acid